NCCNCCC[Si](OC)(OC)OC N-(aminoethyl)-gamma-aminopropyl-trimethoxysilane